C1=CC=CC=2C3=CC=CC=C3N(C12)C1=CC=C(C=C1)C1=C(C(=C(C(=C1C#N)C1=CC=NC=C1)C1=CC=C(C=C1)N1C2=CC=C(C=C2C=2C=C(C=CC12)C)C)C1=CC=C(C=C1)N1C2=CC=C(C=C2C=2C=C(C=CC12)C)C)C1=CC=C(C=C1)N1C2=CC=C(C=C2C=2C=C(C=CC12)C)C 4''-(9H-carbazol-9-yl)-4-(3,6-dimethyl-9H-carbazol-9-yl)-5',6'-bis(4-(3,6-dimethyl-9H-carbazol-9-yl)phenyl)-4'-(pyridin-4-yl)-[1,1':2',1''-terphenyl]-3'-carbonitrile